CC1OC2=C(C1)C=CC=C2 methyl-2,3-dihydrobenzofuran